C(#N)C=1C(=NN2C1N=C(C=C2C(=O)OC(C)(C)C)N[C@@H]2CN(CCC2)C(=O)OC(C)(C)C)NCC2=CC(=CC(=C2)Cl)Cl Tert-Butyl (S)-3-((3-cyano-7-(tert-butoxycarbonyl)(3,5-dichlorobenzyl)aminopyrazolo[1,5-a]pyrimidin-5-yl)amino)piperidine-1-carboxylate